diethyl (S)-(2-(3-hydroxyphenyl)propyl)phosphonate OC=1C=C(C=CC1)[C@@H](CP(OCC)(OCC)=O)C